C[C@@]12C(CC[C@H]1[C@@H]1CCC3=CC(CC[C@]3(C)C1=CC2)=O)=O androstane-4,9(11)-diene-3,17-dione